O=C1N(C(C2=CC=CC=C12)=O)CCCCCOCC1CCC(CC1)CCO ((1r,4r)-4-(((5-(1,3-dioxoisoindoline-2-yl)pentyl)oxy)methyl)cyclohexyl)methylmethanol